C(C1=CC=CC=C1)OC1=NN(C=C1C=1C=C(C[C@]2(C[C@H](CC2)NS(=O)(=O)C)C(=O)N)C=CC1F)C (1R,3S)-1-(3-(3-(benzyloxy)-1-methyl-1H-pyrazol-4-yl)-4-fluorobenzyl)-3-(methylsulfonamido)cyclopentane-1-carboxamide